N1C=NC2=C1C=C(C=C2)N 1H-benzo[d]imidazole-6-amine